4-(amino)butan-1-ol NCCCCO